3-(3-(3-fluoro-2-methoxyphenyl)-5-methyl-4-thiazolinonyl)-N-(4-phenylbutyl)benzamide FC=1C(=C(C=CC1)N1C(SC(=C1C=1C=C(C(=O)NCCCCC2=CC=CC=C2)C=CC1)C)=O)OC